(S)-7-((3-amino-2-oxo-4-(trifluoromethyl)pyridin-1(2H)-yl)methyl)-4-(cyclopropylethynyl)-4-(trifluoromethyl)-3,4-dihydroquinazolin NC=1C(N(C=CC1C(F)(F)F)CC1=CC=C2[C@](NC=NC2=C1)(C(F)(F)F)C#CC1CC1)=O